3-(3-Iodopropyl)-2-phenyl-2,3-dihydrobenzo[d]thiazole ICCCN1C(SC2=C1C=CC=C2)C2=CC=CC=C2